[Li].[W].[Mn].[Ni] nickel manganese tungsten lithium